6-Cyano-2,7-dimethyl-[1,2,4]triazolo[1,5-a]pyridine-5-carboxylic acid methyl ester COC(=O)C1=C(C(=CC=2N1N=C(N2)C)C)C#N